5-{[5-(2-chloro-5-cyanophenyl)-1H-indazol-3-yl]carbamoyl}-2,2-dimethylpiperidine-1-carboxylate ClC1=C(C=C(C=C1)C#N)C=1C=C2C(=NNC2=CC1)NC(=O)C1CCC(N(C1)C(=O)[O-])(C)C